4-{[4-amino-6-(methoxymethyl)-5-(7-methoxy-5-methyl-1-benzothiophen-2-yl)pyrrolo[2,1-f][1,2,4]triazin-7-yl]methyl}piperazin-2-one hydrochloride hydrate O.Cl.NC1=NC=NN2C1=C(C(=C2CN2CC(NCC2)=O)COC)C=2SC1=C(C2)C=C(C=C1OC)C